F[C@H]1CN(CC[C@H]1NC1=C2C=C(N(C2=CC=C1)CC(F)(F)F)C1=NOC(=N1)CNC(=O)C1=NN2C(C=CC=C2)=C1)C N-{[3-(4-{[(3S,4R)-3-fluoro-1-methylpiperidin-4-yl]amino}-1-(2,2,2-trifluoroethyl)-1H-indol-2-yl)-1,2,4-oxadiazol-5-yl]methyl}pyrazolo[1,5-a]pyridine-2-carboxamide